1-{5-oxa-2,7-diazaspiro[3.4]oct-7-yl}prop-2-en-1-one C1NCC12OCN(C2)C(C=C)=O